S1N=CC=C1C(=O)O ISOTHIAZOLE-5-CARBOXYLIC ACID